N-[2-(2,3-Dihydro-benzo[1,4]dioxin-6-yl)-4,6-dimethyl-phenyl]-2-(4-fluoro-phenyl)-acetamide O1CCOC2=C1C=CC(=C2)C2=C(C(=CC(=C2)C)C)NC(CC2=CC=C(C=C2)F)=O